(S)-3-(benzo[d][1,3]dioxol-4-yloxy)-3-(5-bromothiophen-2-yl)-N-butylpropan-1-amine O1COC2=C1C=CC=C2O[C@@H](CCNCCCC)C=2SC(=CC2)Br